6-chloro-N-methoxy-4-((4-methoxy-2-(N-methylmethanesulfonamido)phenyl)amino)nicotinamide ClC1=NC=C(C(=O)NOC)C(=C1)NC1=C(C=C(C=C1)OC)N(S(=O)(=O)C)C